C(C)(C)(C)OC(=O)NC(C(=O)OC)CN(CC(F)(F)F)C methyl 2-(tert-butoxycarbonylamino)-3-[methyl(2,2,2-trifluoroethyl)amino]propanoate